bis(4-tert-butylbenzoyl)-resorcinol C(C)(C)(C)C1=CC=C(C(=O)C2=CC(=C(C=C2O)O)C(C2=CC=C(C=C2)C(C)(C)C)=O)C=C1